3,5-diphenylisoxazole C1(=CC=CC=C1)C1=NOC(=C1)C1=CC=CC=C1